N-[3-[2-(difluoromethoxy)-5-methylsulfanyl-phenyl]-1-[2-[4-(1,4-oxazepan-4-yl)-1-piperidyl]-2-oxo-ethyl]pyrazol-4-yl]pyrazolo[1,5-a]pyrimidine-3-carboxamide FC(OC1=C(C=C(C=C1)SC)C1=NN(C=C1NC(=O)C=1C=NN2C1N=CC=C2)CC(=O)N2CCC(CC2)N2CCOCCC2)F